methyl 2-(trifluoromethanesulfonyloxy)pyrazolo[1,5-a]pyridine-6-carboxylate FC(S(=O)(=O)OC1=NN2C(C=CC(=C2)C(=O)OC)=C1)(F)F